S1C(=NC2=C1C=CC=C2)S2C(=CC=C2)N(CC)CC S-(benzo[d]thiazol-2-yl)-N,N-diethylthiol-amine